sodium 11-mercaptoundecanesulfonate SCCCCCCCCCCCS(=O)(=O)[O-].[Na+]